5,10-methylene-(6R,S)-tetrahydrofolic acid C1N2C=3C(NC(=NC3NC[C@@H]2CN1C1=CC=C(C(N[C@@H](CCC(=O)O)C(=O)O)=O)C=C1)N)=O